Cl.C(C)(C)C1=C(C=CC=C1)[C@@H]1N(CCCC1)C1CC2(C1)CCN(CC2)C2=CC=C(C(=O)NS(=O)(=O)C1=CC(=C(C=C1)NCC1CCC(CC1)(C)O)[N+](=O)[O-])C=C2 4-{2-[(2R)-2-(2-isopropylphenyl)piperidin-1-yl]-7-azaspiro[3.5]nonan-7-yl}-N-[3-nitro-4-({[(1r,4r)-4-hydroxy-4-methylcyclohexyl]methyl}amino)benzenesulfonyl]benzamide hydrochloride